FC=1C=C(C=CC1N1C(=NC=C1)C(F)(F)F)C(C)=O 1-(3-fluoro-4-(2-(trifluoromethyl)-1H-imidazol-1-yl)phenyl)ethanone